FC(C)(F)C=1C=C(C=CC1F)C1=CN=CC(=N1)CN1C(OC[C@H]1C)=O (4R)-3-[[6-[3-(1,1-Difluoroethyl)-4-fluoro-phenyl]pyrazin-2-yl]methyl]-4-methyl-oxazolidin-2-one